NC1=C(C=C(OC2=C3C(=NC=C2)N(C=C3Cl)CO)C=C1)C (4-(4-amino-3-methylphenoxy)-3-chloro-1H-pyrrolo[2,3-b]pyridin-1-yl)methanol